O=C(CCC(=O)NCC1=CC(=CC=C1)C(F)(F)F)N1C(C2=CC=CC=C2CC1)C1=CC=CC=C1 4-Oxo-4-(1-phenyl-3,4-dihydroisoquinolin-2(1H)-yl)-N-(3-(trifluoromethyl)benzyl)butyric acid amide